trans-6-chloro-4-(3-hydroxy-4-(3-(trifluoromethyl)phenoxy)piperidin-1-yl)-1-methylpyrido[3,2-d]pyrimidin-2(1H)-one ClC=1C=CC=2N(C(N=C(C2N1)N1C[C@H]([C@@H](CC1)OC1=CC(=CC=C1)C(F)(F)F)O)=O)C